N-(1-(tert-butylsulfonyl)-1H-indol-6-yl)-4-((2-hydroxyethyl)sulfonamido)-2-(6-azaspiro[2.5]octan-6-yl)benzamide C(C)(C)(C)S(=O)(=O)N1C=CC2=CC=C(C=C12)NC(C1=C(C=C(C=C1)NS(=O)(=O)CCO)N1CCC2(CC2)CC1)=O